(S)-3-[[(1,1-dimethylethoxy)carbonyl]amino]cyclohexanecarboxylate CC(C)(OC(=O)NC1C[C@H](CCC1)C(=O)[O-])C